N1=CC=C(C=C1)C1(CCC1)CN (1-(pyridin-4-yl)cyclobutyl)methanamine